(R)-5-(3-bromophenyl)-N-(piperidin-3-yl)-3-ureidothiophene-2-carboxamide BrC=1C=C(C=CC1)C1=CC(=C(S1)C(=O)N[C@H]1CNCCC1)NC(=O)N